2-bromo-6-((4-chloro-2-fluorobenzyl)oxy)-3-methylpyridine BrC1=NC(=CC=C1C)OCC1=C(C=C(C=C1)Cl)F